4-bromo-5-chloro-6-iodo-1-(tetrahydro-2H-pyran-2-yl)-1H-indazole BrC1=C2C=NN(C2=CC(=C1Cl)I)C1OCCCC1